C(C)(C)(C)C1=C(CN(C(=O)C=2C(=NN(C2F)C)C(Cl)Cl)C2CC2)C=CC=C1 N-(2-tert-butylbenzyl)-N-cyclopropyl-3-(dichloromethyl)-5-fluoro-1-methyl-1H-pyrazole-4-carboxamide